CNC(=O)C1N(CCCC1)CCC=O N-METHYL-1-(3-OXOPROPYL)PIPERIDINE-2-CARBOXAMIDE